8-Benzyl-5-cyclopropyl-4-[(1-naphthyl)methyl]-2-oxo-7-thia-1-azabicyclo[4.3.0]nona-3,5,8-triene-9-carboxylic acid C(C1=CC=CC=C1)C=1SC2=C(C(=CC(N2C1C(=O)O)=O)CC1=CC=CC2=CC=CC=C12)C1CC1